2-Methoxy-8-(3,4,5-trimethoxyphenyl)-1H-phenalen-1-one COC=1C(C=2C=C(C=C3C=CC=C(C1)C23)C2=CC(=C(C(=C2)OC)OC)OC)=O